O1C2C(NC(C1)=O)CNCC2 4a,5,7,8a-tetrahydro-4H-pyrido[4,3-b][1,4]oxazin-3-one